N[C@@H](CCCNC(N)=N)C(=O)NCC(=O)N[C@@H](CC(=O)N[C@@H](CO)C(=O)O)C(N)=O L-arginyl-glycyl-L-α-asparaginyl-L-serine